C=1N=CN2C1C=CC(=C2)CO imidazo[1,5-a]pyridin-6-yl-methanol